(S)-1'-(6-((2-amino-3-chloropyridin-4-yl)thio)pyrido[2,3-b]pyrazin-2-yl)-3-fluoro-5,7-dihydrospiro[cyclopenta[b]pyridine-6,4'-piperidine]-5-amine NC1=NC=CC(=C1Cl)SC=1C=CC=2C(=NC=C(N2)N2CCC3(CC2)[C@@H](C=2C(=NC=C(C2)F)C3)N)N1